1-[2-[6-(difluoromethyl)imidazo[1,2-a]pyrazin-3-yl]pyrimidin-4-yl]-5-methyl-piperidine-3-carboxylic acid methyl ester COC(=O)C1CN(CC(C1)C)C1=NC(=NC=C1)C1=CN=C2N1C=C(N=C2)C(F)F